5-chloro-2-(difluoromethyl)-N-((1r,4r)-4-((3-(6-(2-hydroxy-acetamido)pyridin-3-yl)-2-oxo-2,3-dihydro-1H-benzo[d]imidazol-1-yl)methyl)cyclohexyl)nicotinamide ClC=1C=NC(=C(C(=O)NC2CCC(CC2)CN2C(N(C3=C2C=CC=C3)C=3C=NC(=CC3)NC(CO)=O)=O)C1)C(F)F